1-imino-4-{3-[2-(trifluoromethyl)[1,1'-biphenyl]-4-yl]prop-2-ynyl}-1λ6-thiomorpholin-1-one N=S1(CCN(CC1)CC#CC1=CC(=C(C=C1)C1=CC=CC=C1)C(F)(F)F)=O